ClC=1C=C2CCCN(C2=CC1F)C 6-chloro-7-fluoro-1-methyl-1,2,3,4-tetrahydroquinoline